[3-(2-methoxy-2-oxo-ethyl)phenyl]-3,6-dihydro-2H-pyridine-1-carboxylic acid tert-butyl ester C(C)(C)(C)OC(=O)N1C(CC=CC1)C1=CC(=CC=C1)CC(=O)OC